[O-]S(=O)(=O)C(F)(F)F.C(CC)[NH+]1C(=CC=C1)CC 1-Propyl-2-ethylpyrrolium triflat